(3-methyl-4-phenethoxybut-3-en-1-yl)benzene Tert-butyl-N-(5-bromo-3-thienyl)carbamate C(C)(C)(C)OC(NC1=CSC(=C1)Br)=O.CC(CCC1=CC=CC=C1)=COCCC1=CC=CC=C1